5-(2-(tert-butylamino)-2-oxoacetyl)-1-methyl-1H-pyrrole-3-carboxylic acid C(C)(C)(C)NC(C(=O)C1=CC(=CN1C)C(=O)O)=O